ferric oxide molybdenum silicon [Si+4].[Mo+4].[O-2].[Fe+3]